C(C)[C@H]1OC=2C(CN(C1)C(=O)OC(C)(C)C)=CC=C1C2OC(O1)(F)F tert-butyl (R)-9-ethyl-2,2-difluoro-8,9-dihydro-[1,3]dioxolo[4',5':3,4]benzo[1,2-f][1,4]oxazepine-7(6H)-carboxylate